ClC=1C(=C2C=NNC2=C(C1F)NCC#N)C=1N=CC=2N(C1)C=C(N2)NC(=O)C2C(C2)F N-(6-(5-chloro-7-((cyanomethyl)amino)-6-fluoro-1H-indazol-4-yl)imidazo[1,2-a]pyrazin-2-yl)-2-fluorocyclopropane-1-carboxamide